(4-((5-isopropyl-6-oxo-1,6-dihydropyridin-3-yl)methyl)-3,5-dimethylphenyl)-1,2,4-triazine-3,5(2H,4H)-dione C(C)(C)C1=CC(=CNC1=O)CC1=C(C=C(C=C1C)N1N=CC(NC1=O)=O)C